2-(3-methyl-1H-pyrazol-4-yl)-4-(2-methyl-2,8-diazaspiro[4.5]decan-8-yl)-6-(2,2,2-trifluoroethyl)pyrido[3,4-d]pyrimidine CC1=NNC=C1C=1N=C(C2=C(N1)C=NC(=C2)CC(F)(F)F)N2CCC1(CCN(C1)C)CC2